((2R,3R,4R)-3-(benzoyloxy)-4-fluoro-4-methyl-5-oxotetrahydrofuran-2-yl) methylbenzoate CC1=C(C(=O)O[C@@H]2OC([C@]([C@@H]2OC(C2=CC=CC=C2)=O)(C)F)=O)C=CC=C1